S1C=NC(=C1)C1=CC2=C(NC(O2)=S)C=C1 6-(thiazol-4-yl)benzo[d]oxazol-2(3H)-thione